ClC(CCCC(C)Cl)N=C=O 1,5-dichlorohexyl isocyanate